(±)-2-(3-((2-(7-bromobenzofuran-5-yl-2,3-d2)-2-hydroxyethyl)(methyl)amino)-2-(methyl Oxymethoxy)phenyl)ethyl acetate C(C)(=O)OCCC1=C(C(=CC=C1)N(C)C[C@H](O)C=1C=C(C2=C(C(=C(O2)[2H])[2H])C1)Br)OCOC |r|